5-[[4-(4-methoxyphenyl)phenyl]methyl]-1,1-dioxo-2,3-dihydro-1λ6,5-benzothiazepine-4-One COC1=CC=C(C=C1)C1=CC=C(C=C1)CN1C(CCS(C2=C1C=CC=C2)(=O)=O)=O